FC(C1=C(C=C2CCCN(C2=C1)C=1C2=CN(C=C2C=C(C1)C1CCN(CC1)CCO)C(C)=O)C=1C=NN(C1)C)F 1-(4-(7-(difluoromethyl)-6-(1-methyl-1H-pyrazol-4-yl)-3,4-dihydroquinolin-1(2H)-yl)-6-(1-(2-hydroxyethyl)piperidin-4-yl)isoindol-2-yl)ethan-1-one